CN1C=2C(C=CC1=O)=NN(C2)C2OCCCC2 4-methyl-2-(tetrahydro-2H-pyran-2-yl)-2,4-dihydro-5H-pyrazolo[4,3-b]pyridin-5-one